O[C@]1(CN2[C@H](CO1)CN(CC2)C(=O)C2=C(C(=CC=C2)OC)Cl)C=2N=C(SC2)C=2C=NC(=CC2)OC [(3S,9aS)-3-hydroxy-3-[2-(6-methoxy-3-pyridyl)thiazol-4-yl]-1,4,6,7,9,9a-hexahydropyrazino[2,1-c][1,4]oxazin-8-yl]-(2-chloro-3-methoxyphenyl)methanone